N-(5-((6-(cyclopropylmethyl)pyrimidin-4-yl)carbamoyl)-4-fluoro-2-methylphenyl)-2-methylthiazole-5-carboxamide C1(CC1)CC1=CC(=NC=N1)NC(=O)C=1C(=CC(=C(C1)NC(=O)C1=CN=C(S1)C)C)F